N-[2-(2,6-dioxo-3-piperidyl)-1,3-dioxo-isoindolin-5-yl]-2,3-dimethyl-benzenesulfonamide O=C1NC(CCC1N1C(C2=CC=C(C=C2C1=O)NS(=O)(=O)C1=C(C(=CC=C1)C)C)=O)=O